C(N)(=O)NCCC[C@@H](C(NC1=CC=C(C=C1)CO)=O)NC(=O)[C@H](C(C)C)NC(CCOCCOCCOCCOCCNC(COC1C#CCCCCC1)=O)=O N-[(1S)-1-{[(1S)-4-(Carbamoylamino)-1-{[4-(hydroxymethyl)phenyl]carbamoyl}butyl]carbamoyl}-2-methylpropyl]-1-[2-(cyclooct-2-yn-1-yloxy)acetamido]-3,6,9,12-tetraoxapentadecan-15-amide